1-((pivaloyloxy)methyl)-4-((4'-(trifluoromethoxy)-[1,1'-biphenyl]-4-yl)thio)-1H-1,2,3-triazole-5-carboxylic acid C(C(C)(C)C)(=O)OCN1N=NC(=C1C(=O)O)SC1=CC=C(C=C1)C1=CC=C(C=C1)OC(F)(F)F